Ethyl 3-[4-(5-{5-[6-ethoxy-5-(trifluoromethyl)pyridin-3-yl]-7-[{[1-(methoxymethyl)cyclobutyl]methyl} (methyl)amino]-1H-imidazo[4,5-b]pyridin-2-yl}pyrazin-2-yl)piperazin-1-yl]propanoate C(C)OC1=C(C=C(C=N1)C1=CC(=C2C(=N1)N=C(N2)C=2N=CC(=NC2)N2CCN(CC2)CCC(=O)OCC)N(C)CC2(CCC2)COC)C(F)(F)F